D,L-CYSTEINE HCL Cl.N[C@@H](CS)C(=O)O |r|